2,3,4,6-tetrafluorophenylboronic acid FC1=C(C(=CC(=C1F)F)F)B(O)O